C1(=CC=CC=C1)N1C(N(C(C1)=O)CC1=NC(=NO1)C=1SC=CC1)=O 1-phenyl-3-{[3-(thiophen-2-yl)-1,2,4-oxa-diazol-5-yl]methyl}-imidazolidine-2,4-dione